1-(4-(3-Aminobenzo[d]isoxazol-4-yl)-2-fluoro-5-methylphenyl)-3-(3-(trifluoromethoxy)phenyl)urea NC1=NOC2=C1C(=CC=C2)C2=CC(=C(C=C2C)NC(=O)NC2=CC(=CC=C2)OC(F)(F)F)F